C(#N)C(CC=1C=NC(=NC1)C=1C=CC2=C(N(C(O2)=O)C)C1)NC(=O)[C@H]1OCCCN(C1)C(=O)OC(C)(C)C (2S)-tert-butyl 2-(1-cyano-2-(2-(3-methyl-2-oxo-2,3-dihydrobenzo[d]oxazol-5-yl)pyrimidin-5-yl)ethylcarbamoyl)-1,4-oxazepane-4-carboxylate